(2-chlorophenyl)-N-[6-(4-fluorophenylamino)pyridazin-4-yl]acetamide ClC1=C(C=CC=C1)CC(=O)NC1=CN=NC(=C1)NC1=CC=C(C=C1)F